CN1C(=CC=CC1=O)C#N 1-methyl-6-oxo-1,6-dihydropyridine-2-carbonitrile